C(C)(C)(C)OC(=O)NC=1SC=C(N1)/C(/C(=O)ON1C(CCC1=O)=O)=N/OC1(CN(C1)C(=O)OC(C)(C)C)C(=O)OC(C)(C)C di-tert-butyl 3-{[(Z)-(1-{2-[(tert-butoxycarbonyl)amino]-1,3-thiazol-4-yl}-2-[(2,5-dioxopyrrolidin-1-yl)oxy]-2-oxoethylidene)amino]oxy}azetidine-1,3-dicarboxylate